[NH3+][C@@H](CS)C(=O)O cysteinium